tert-Butyl (4-(1-(((5-amino-1,3,4-thiadiazol-2-yl)methyl)amino)-5-chloro-3-(ethylsulfonyl)-7,9-dihydrofuro[3,4-f]quinazolin-6-yl)-3-cyano-7-fluorobenzo[b]thiophen-2-yl)carbamate NC1=NN=C(S1)CNC1=NC(=NC=2C(=C(C3=C(C12)COC3)C3=CC=C(C=1SC(=C(C13)C#N)NC(OC(C)(C)C)=O)F)Cl)S(=O)(=O)CC